FC(C1=CC(=NN1CC(=O)N(C)C)C(=O)OCC)F ethyl 5-(difluoromethyl)-1-(2-(dimethylamino)-2-oxoethyl)-1H-pyrazole-3-carboxylate